C(C1=CC=CC=C1)(=O)N1N[C@H]([C@@H](CC1)C)C#N (trans)-1-benzoyl-4-methylhexahydropyridazine-3-carbonitrile